CC=1C=C2C=CC=NC2=CC1C(=O)N 6-methylquinoline-7-carboxamide